(3S,4R)-3-amino-4-hydroxy-pyrrolidine-1-carboxylic acid N[C@H]1CN(C[C@H]1O)C(=O)O